C(=C\CCCCCCCC)/O 2-trans-decenol